3-amino-N-isopropyl-6-(3-methyl-imidazo[1,2-a]pyridin-6-yl)-5-(oxazol-2-yl)pyrazine-2-carboxamide NC=1C(=NC(=C(N1)C=1OC=CN1)C=1C=CC=2N(C1)C(=CN2)C)C(=O)NC(C)C